2-((3-oxo-2-((2-oxo-2,3-dihydrobenzo[d]oxazol-6-yl)methyl)isoindolin-1-yl)methyl)benzonitrile O=C1N(C(C2=CC=CC=C12)CC1=C(C#N)C=CC=C1)CC1=CC2=C(NC(O2)=O)C=C1